CS(=O)(=O)OC1CC2CC2C1 bicyclo[3.1.0]hexan-3-yl methanesulfonate